O=C1NC(CCC1N1C(N(C2=C1C=CC(=C2)CCOCCOCC(=O)OC(C)(C)C)C)=O)=O Tert-butyl 2-[2-[2-[1-(2,6-dioxo-3-piperidyl)-3-methyl-2-oxo-benzimidazol-5-yl]ethoxy]ethoxy]acetate